C(C)NCCN N-ethyl-aminoethyl-amine